BrC=1C=CC(=C(N)C1)F 5-bromo-2-fluoroanilin